ClC1=C(C=CC=C1)NC(NCC(C(=O)O)(C)OC1=CC=CC=C1)=O 2-chlorophenylureidophenoxyisobutyric acid